(1S,2S,3R,5R)-3-((5-chloro-4-(4-fluoro-2-(2-hydroxypropan-2-yl)-1-isopropyl-1H-benzo[d]imidazol-6-yl)pyrimidin-2-yl)amino)-8-(pyridin-3-ylsulfonyl)-6-oxa-8-azabicyclo[3.2.1]octan-2-ol ClC=1C(=NC(=NC1)N[C@H]1[C@@H]([C@@H]2CO[C@H](C1)N2S(=O)(=O)C=2C=NC=CC2)O)C=2C=C(C1=C(N(C(=N1)C(C)(C)O)C(C)C)C2)F